N-(2-(4-chloro-3,5-difluorophenyl)-7-(1-methyl-1H-imidazol-4-yl)-1H-indol-5-yl)acrylamide ClC1=C(C=C(C=C1F)C=1NC2=C(C=C(C=C2C1)NC(C=C)=O)C=1N=CN(C1)C)F